S1C2=C(C(=C1)CC1C(NC(S1)=S)=O)C=CC=C2 5-(benzo[b]thiophen-3-ylmethyl)-2-thioxothiazolidin-4-one